C(C)OC(=O)C=1C(=NN(C1)C1CC1)CC 1-Cyclopropyl-3-ethyl-1H-pyrazole-4-carboxylic acid ethyl ester